3-(oxetan-3-ylamino)propanenitrile O1CC(C1)NCCC#N